N-{2-[(tert-butyldiphenylsilyl)oxy]ethyl}-2-fluoro-3-nitrobenzamide [Si](C1=CC=CC=C1)(C1=CC=CC=C1)(C(C)(C)C)OCCNC(C1=C(C(=CC=C1)[N+](=O)[O-])F)=O